FC1=CC=C(C=C1)C=1C=2C=CC=CC2C2N3N(C(C21)(C)C)C(CC3(C)C)=O 9-(4-Fluorophenyl)-3,3,10,10-tetramethyl-2,3,4a,10-tetrahydro-1H-indeno[1,2-c]pyrazolo[1,2-a]pyrazol-1-one